methyl 4-chloro-6-(1-(1,2,3,4-tetrahydroisoquinoline-3-carbonyl)-1,2,5,6-tetrahydropyridin-3-yl)-1H-indole-2-carboxylate ClC1=C2C=C(NC2=CC(=C1)C=1CN(CCC1)C(=O)C1NCC2=CC=CC=C2C1)C(=O)OC